N-(4-cyanobenzyl)-5-oxo-2,3-dihydro-1H,5H-pyrazino[3,2,1-ij][1,7]naphthyridine-6-carboxamide C(#N)C1=CC=C(CNC(=O)C=2C(N3C4=C(N=CC=C4C2)NCC3)=O)C=C1